9-(6,6-dimethyl-7-oxo-7,8-dihydro-6H-pyrimido[5,4-b][1,4]oxazin-4-yl)-3,9-diazaspiro[5.5]undecane CC1(C(NC2=C(O1)C(=NC=N2)N2CCC1(CCNCC1)CC2)=O)C